BrC=1C=C(C=CC1)C1(OCC1)C(=O)O 2-(3-bromophenyl)oxetane-2-carboxylic acid